NC1=NC=CC=C1C(C1CC1)NCCOC1=C2C(NC=NC2=CC(=C1Cl)C1=NC(=CC(=C1C(F)(F)F)C)N(CC1=CC=C(C=C1)OC)CC1=CC=C(C=C1)OC)=O 5-(2-(((2-aminopyridin-3-yl)(cyclopropyl)methyl)amino)ethoxy)-7-(6-(bis(4-methoxybenzyl)amino)-4-methyl-3-(trifluoromethyl)pyridin-2-yl)-6-chloroquinazolin-4(3H)-one